N[C@@H]1CN(CCC1)C1=CC(=NC=C1C=1C=NN(C1)C(C)C)NC1=CC=C2C(=N1)N(N=C2)C(C)C (S)-N-(4-(3-aminopiperidin-1-yl)-5-(1-isopropyl-1H-pyrazol-4-yl)pyridin-2-yl)-1-isopropyl-1H-pyrazolo[3,4-b]pyridin-6-amine